C(C)OC(=O)C1(CC(=NO1)C1=C(C=C(C(=C1)C=1C=NC(=C(C1)OC)F)F)Cl)C 3-[2-chloro-4-fluoro-5-(6-fluoro-5-methoxy-3-pyridinyl)-phenyl]-5-methyl-4H-isoxazole-5-carboxylic acid ethyl ester